4-(morpholin-4-yl)phenol N1(CCOCC1)C1=CC=C(C=C1)O